2-(3-((3-(3-((4-methyl-1H-indol-5-yl)oxy)phenyl)-1H-pyrazol-1-yl)methyl)phenyl)acetic acid CC1=C2C=CNC2=CC=C1OC=1C=C(C=CC1)C1=NN(C=C1)CC=1C=C(C=CC1)CC(=O)O